N-(4-fluorophenyl)-9,9'-spirobifluoren-2-amine FC1=CC=C(C=C1)NC1=CC=2C3(C4=CC=CC=C4C2C=C1)C1=CC=CC=C1C=1C=CC=CC13